9-benzo[1,3]dioxol-5-yl-6,7-dimethoxy-3H-naphtho[2,3-c]furan O1COC2=C1C=CC(=C2)C2=C1C=C(C(=CC1=CC1=C2COC1)OC)OC